1-[(2,4-dichlorophenyl)methyl]-6-(fluoromethyl)indazole-3-carboxylic acid ClC1=C(C=CC(=C1)Cl)CN1N=C(C2=CC=C(C=C12)CF)C(=O)O